C(CCC)PN1CCCC1 butylpyrrolidinophosphine